2-((2-methoxyethyl)amino)acetamide COCCNCC(=O)N